(E)-1-bromo-7,11-dimethyl-3-methylenedodeca-6,10-dien-2-yl acetate C(C)(=O)OC(CBr)C(CC\C=C(\CCC=C(C)C)/C)=C